BrC1=CC=C2C(=N1)N(C(=N2)C2=CC=CC=C2)C=2C=C1CC[C@@H](C1=CC2)NC(C)=O N-[(1S)-5-{5-bromo-2-phenylimidazo[4,5-b]pyridin-3-yl}-2,3-dihydro-1H-inden-1-yl]acetamide